N-[(2R)-1-(2-aminoethylamino)-1-oxopropan-2-yl]-2-chloro-4-[[3-[3-(trifluoromethyl)-1H-pyrazol-4-yl]imidazo[1,2-a]pyrazin-8-yl]amino]benzamide NCCNC([C@@H](C)NC(C1=C(C=C(C=C1)NC=1C=2N(C=CN1)C(=CN2)C=2C(=NNC2)C(F)(F)F)Cl)=O)=O